FC1([C@H]2C([C@@](N(C1)CC2)(COC)CO)=O)F (1R,2S,4R)-5,5-difluoro-2-(hydroxymethyl)-2-(methoxymethyl)quinuclidin-3-one